C(C)(C)(C)OC(=O)N[C@H](C(=O)O)CNS(=O)(=O)C (S)-2-((tert-Butoxycarbonyl)amino)-3-(methylsulfonamido)propanoic acid